(2S)-2,8-diaminooctanoic acid N[C@H](C(=O)O)CCCCCCN